OC1=CC=C(C=C1)C1=CC=C(C=C1)OCCCO 4-Hydroxy-4'-hydroxypropyloxybiphenyl